4-(4-((1-(4-(2-(3-Chloro-4-cyanophenyl)-3-methyl-2,8-diazaspiro[4.5]decan-8-yl)benzoyl)piperidin-4-yl)methyl)piperazin-1-yl)-N-(2,6-dioxopiperidin-3-yl)-2-fluorobenzamide ClC=1C=C(C=CC1C#N)N1CC2(CC1C)CCN(CC2)C2=CC=C(C(=O)N1CCC(CC1)CN1CCN(CC1)C1=CC(=C(C(=O)NC3C(NC(CC3)=O)=O)C=C1)F)C=C2